C1(CC1)C1=NC(=CC(=N1)NC1=NN2C(C=C(C=C2)C=2N(N=CC2OC[C@H]2N(CC2)C)C)=C1)C N-(2-cyclopropyl-6-methyl-pyrimidin-4-yl)-5-[2-methyl-4-[[(2S)-1-methylazetidin-2-yl]methoxy]pyrazol-3-yl]pyrazolo[1,5-a]pyridin-2-amine